2,6-dihydroxy-5'-methyl-4-pentyl-1',2',3',4'-tetrahydro-[1,1'-biphenyl] OC1=C(C(=CC(=C1)CCCCC)O)C1CCCC(=C1)C